CC(C(C)O)O 1,2-dimethylethylene glycol